N=1N=CC=2C1C=1N(C=CC2)N=C2C1C=NC=C2 pyrazolo[3,4-c]pyrido[4',3':3,4]pyrazolo[1,5-a]azepine